6-amino-pyridine-3-carbonitrile NC1=CC=C(C=N1)C#N